rel-2-methoxy-5-[[2-[(2S,5R)-5-methyl-2-(1H-pyrazolo[3,4-b]pyridin-5-yl)-1-piperidyl]-2-oxo-acetyl]amino]-pyridine-3-carboxamide COC1=NC=C(C=C1C(=O)N)NC(C(=O)N1[C@@H](CC[C@H](C1)C)C=1C=C2C(=NC1)NN=C2)=O |o1:16,19|